C(C1=CC=CC=C1)C1=C(C(=C(N=N1)C1CCN(CC1)C=1N=CC(=NC1)C(C)(C)O)C)C 2-{5-[4-(6-benzyl-4,5-dimethyl-pyridazin-3-yl)-piperidin-1-yl]-pyrazin-2-yl}-propan-2-ol